C1(CC1)C1=NN(C2=NC=C(C=C21)NC(OC(C)(C)C)=O)C tert-Butyl (3-cyclopropyl-1-methyl-1H-pyrazolo[3,4-b]pyridin-5-yl)carbamate